N1CCCCC1C(=O)O piperidin-6-carboxylic acid